1-hydroxy-1,2,3-benzotriazole ON1N=NC2=C1C=CC=C2